C1(CC1)C1=CNC2=CC=C(C(=C12)C1=CC(=C(C=C1)S(=O)(=O)C)C)C#N 3-cyclopropyl-4-(3-methyl-4-methanesulfonylphenyl)-1H-indole-5-carbonitrile